(5-(4-azidobutoxy)-2-nitrophenyl)methanol tert-butyl-4-(5-fluoro-2-(trifluoromethyl)phenyl)-5,6-dihydropyridine-1(2H)-carboxylate C(C)(C)(C)C1N(CCC(=C1)C1=C(C=CC(=C1)F)C(F)(F)F)C(=O)OCC1=C(C=CC(=C1)OCCCCN=[N+]=[N-])[N+](=O)[O-]